FC(OC1=C(C=CC=C1)C1=CC(=C(C=C1)N1C[C@H](CC1)OC1=NC=C(C=C1)C(F)(F)F)CO)(F)F (S)-(2'-(trifluoromethoxy)-4-(3-(5-(trifluoromethyl)pyridin-2-yloxy)pyrrolidin-1-yl)biphenyl-3-yl)methanol